OC(CC(=O)C1=CC=C(C=C1)OC)C 3-hydroxy-1-(4-methoxyphenyl)butan-1-one